N1-((S)-4-methyl-1-oxo-1-(((S)-3-oxo-1-((S)-2-oxopyrrolidin-3-yl)-4-(trifluoromethoxy)butan-2-yl)amino)pentan-2-yl)-N2-(1-methylcyclopropyl)-oxalamide CC(C[C@@H](C(N[C@@H](C[C@H]1C(NCC1)=O)C(COC(F)(F)F)=O)=O)NC(C(=O)NC1(CC1)C)=O)C